C1=CC=CC=2C3=CC=CC=C3C(C12)COC(=O)N[C@H]1[C@@H](CCC1)C(=O)O (1R,2R)-2-(9H-fluoren-9-ylmethoxycarbonylamino)cyclopentane-1-carboxylic acid